2-{3-[2-amino-6-(1-methyl-1H-pyrazol-4-yl)-7H-pyrrolo[2,3-d]pyrimidin-4-yl]-2-(hydroxymethyl)phenyl}-6-cyclopropyl-8-fluoroisoquinolin-1(2H)-one NC=1N=C(C2=C(N1)NC(=C2)C=2C=NN(C2)C)C=2C(=C(C=CC2)N2C(C1=C(C=C(C=C1C=C2)C2CC2)F)=O)CO